C(C1=CC=CC=C1)OP(=O)(OC1=CC=CC=C1)N[C@H](C(=O)OC)C (2S)-Methyl 2-(benzyloxy(phenoxy)phosphorylamino)propionate